5-(4-methyl-1,2-thiazol-5-yl)-2-{3-[(3S)-3-(prop-2-yl)piperazin-1-yl]-1,2,4-triazin-6-yl}phenol CC=1C=NSC1C=1C=CC(=C(C1)O)C1=CN=C(N=N1)N1C[C@@H](NCC1)C(C)C